(1R,3S)-3-(1-(tert-butyl)-5-((2-methylpyrimidin-4-yl)amino)-1H-pyrazol-3-yl)cyclopentan-1-ol C(C)(C)(C)N1N=C(C=C1NC1=NC(=NC=C1)C)[C@@H]1C[C@@H](CC1)O